OC1=C(C=CC2=C1N=CS2)O 4,5-dihydroxybenzothiazole